5-benzyloxytetralin-6-ylethanone C(C1=CC=CC=C1)OC1=C2CCCCC2=CC=C1C(C)=O